FC([C@@H](N)C1=CC=CC2=CC=CC=C12)(F)F (S)-2,2,2-trifluoro-1-(naphthalen-1-yl)ethanamine